C(C)OC(C1=NNC(=C1)C=1C=CC(=NC1)N1CCCC1)OCC 5-(3-(diethoxymethyl)-1H-pyrazol-5-yl)-2-(pyrrolidin-1-yl)pyridine